5-(4-(piperidin-4-ylmethyl)piperazin-1-yl)-2-(pyridin-2-yl)-4,5,6,7-tetrahydro-2H-indazole-3-ol N1CCC(CC1)CN1CCN(CC1)C1CC2=C(N(N=C2CC1)C1=NC=CC=C1)O